tert-butyl (S)-4-(7-(6-bromo-4-cyanopyridin-2-yl)-5-(2-fluorophenyl)-7H-pyrrolo[2,3-d]pyrimidin-4-yl)-3-methylpiperazine-1-carboxylate BrC1=CC(=CC(=N1)N1C=C(C2=C1N=CN=C2N2[C@H](CN(CC2)C(=O)OC(C)(C)C)C)C2=C(C=CC=C2)F)C#N